2-(2-isopropylphenyl)-9-(4-(3-(pyrrolidin-3-yl)-1H-pyrazol-1-yl)benzyl)-7,9-dihydro-8H-purin-8-one C(C)(C)C1=C(C=CC=C1)C1=NC=C2NC(N(C2=N1)CC1=CC=C(C=C1)N1N=C(C=C1)C1CNCC1)=O